COC=1C=C(C=CC1OCC1=C(C=C(C=C1)OC)C(F)(F)F)C1C2=C(NC(C1)=O)NN=N2 (+)-7-(3-methoxy-4-{[4-methoxy-2-(trifluoromethyl)phenyl]methoxy}phenyl)-3H,4H,5H,6H,7H-[1,2,3]triazolo[4,5-b]pyridin-5-one